3',5'-Dimethoxy-4-stilbenol COC=1C=C(C=CC2=CC=C(C=C2)O)C=C(C1)OC